[Br-].CC1=CC=[N+](C=C1)CCN1CCOCC1 4-methyl-1-(2-morpholine-4-yl-ethyl)-pyridinium bromide